(m-tolyl)-2-((4-(trifluoromethyl)benzyl)thio)benzo[d]oxazole C1(=CC(=CC=C1)C1=CC=CC2=C1N=C(O2)SCC2=CC=C(C=C2)C(F)(F)F)C